C1C(=C(C(=O)C[C@]1(CO)O)O)O The molecule is a member of the class of cyclohexenones that is 5-(hydroxymethyl)cyclohex-2-en-1-one carrying three additional hydroxy substituents at positions 2, 3 and 5. It is a member of cyclohexenones, an enone and a tetrol. It is a conjugate acid of a (R)-demethyl-4-deoxygadusol(1-). It derives from a hydride of an alicyclic compound.